C(#N)C1=CC=C(C(=O)N[C@H](C(=O)N2CCC(CC2)O)CCCN[C@H]2[C@@H](C2)C2=CC=C(C=C2)F)C=C1 4-Cyano-N-[(2S)-5-[[(1R,2S)-2-(4-fluorophenyl)cyclopropyl]amino]-1-(4-hydroxypiperidin-1-yl)-1-oxopentan-2-yl]benzamide